tert-butyl 2-[3-[4-[3-amino-6-[2-(methoxymethoxy)phenyl]pyridazin-4-yl]pyrazol-1-yl]but-1-ynyl]-7-azaspiro[3.5]nonane-7-carboxylate NC=1N=NC(=CC1C=1C=NN(C1)C(C#CC1CC2(C1)CCN(CC2)C(=O)OC(C)(C)C)C)C2=C(C=CC=C2)OCOC